[Cl-].ClC(Cl)(Cl)[P+](C1=CC=CC=C1)(C1=CC=CC=C1)C1=CC=CC=C1 (trichloromethyl)triphenylphosphonium chloride